N1CCC(CCC1)C(C(=O)O)CC1=CC(=CC=C1)CC(=O)N(CCOC1=CC(=CC=C1)CC(C(=O)O)C1CCNCCC1)CC1=CC(=CC=C1)CC(C(=O)O)C1CCNCCC1 2-(azepan-4-yl)-3-(3-(2-((3-(2-(azepan-4-yl)-2-carboxyethyl)benzyl)(2-(3-(2-(azepan-4-yl)-2-carboxyethyl)phenoxy)ethyl)amino)-2-oxoethyl)phenyl)propanoic acid